3-Benzoyl-1-(8,11-dioxadispiro[3.2.47.24]tridecan-2-yl)-5-methylpyrimidine-2,4(1H,3H)-dione C(C1=CC=CC=C1)(=O)N1C(N(C=C(C1=O)C)C1CC2(C1)CCC1(OCCO1)CC2)=O